p-toluidine maleate C(\C=C/C(=O)O)(=O)O.NC1=CC=C(C=C1)C